4-(5-(3,4-difluorophenyl)octahydropyrrolo[3,4-c]pyrrole-2-carbonyl)-6-methylquinolin-2(1H)-one FC=1C=C(C=CC1F)N1CC2C(C1)CN(C2)C(=O)C2=CC(NC1=CC=C(C=C21)C)=O